(R)-N-((R)-1-((R)-2-(cyanomethyl)-5-fluoro-2-methyl-2,3-dihydrobenzofuran-7-yl)ethyl)-2-methylpropane-2-sulfinamide C(#N)C[C@@]1(OC2=C(C1)C=C(C=C2[C@@H](C)N[S@](=O)C(C)(C)C)F)C